C(C(C)C)N1C(=NC2=C1C=CC=C2)CN2CCN(CC2)C2=CC=C(C=C2)[N+](=O)[O-] 1-isobutyl-2-((4-(4-nitrophenyl)piperazin-1-yl)methyl)-1H-benzo[d]imidazole